C(\C=C\CCCCCC)=O 2-trans-6-cis-nonenal